O1C=C(C=C1)COC=1C=C(N)C=C(C1)OC 3-(furan-3-ylmethoxy)-5-methoxyaniline